NC1=CC=C(C=C1C)C(=O)O 6-aminom-toluic acid